N[C@H](CC(=O)N1CC(C1)OC1=CC=C(C(=C1C(=O)O)O)CCB(O)O)C(=O)O 6-({1-[(3R)-3-amino-3-carboxypropionyl]azetidin-3-yl}oxy)-3-(2-boronoethyl)-2-hydroxybenzoic acid